[I-].C[NH+]1CCCCC1 methyl-piperidinium iodide